phenyl-5-(piperidin-4-ylamino)quinoline-3-carboxamide hydrochloride Cl.C1(=CC=CC=C1)C1=NC2=CC=CC(=C2C=C1C(=O)N)NC1CCNCC1